ClC1=C(C=C(C=C1N1CCNC2(CC2)C1)C#N)NC1=NC=2N(C(=N1)NC1CC1)N=CC2C#N 2-[(2-chloro-5-cyano-3-{4,7-diazaspiro[2.5]octan-7-yl}phenyl)amino]-4-(cyclopropylamino)pyrazolo[1,5-a][1,3,5]triazine-8-carbonitrile